ClC1=NC(=NC(=C1)C(C)C)NC(C=1NC(=C(N1)S(=O)(=O)C)C)C1=CC(=C(C=C1)F)Cl 4-chloro-N-((3-chloro-4-fluorophenyl)(5-methyl-4-(methylsulfonyl)-1H-imidazol-2-yl)methyl)-6-isopropylpyrimidin-2-amine